NC1=CC=C(OC2=C(C=C(C=C2)N)CCC)C=C1 4-(4-aminophenoxy)-3-propylbenzenamine